C(C)NS(=O)(=O)C1=C(C=C(C=C1)NC([C@H](CC1=CC=CC=C1)NC(C1=CC=C(C=C1)F)=O)=O)F (S)-N-(1-(4-(N-ethylsulfamoyl)-3-fluorophenylamino)-1-oxo-3-phenylpropan-2-yl)-4-fluorobenzamide